C(C)N1C(C2=NC(=CC=C2C1)NC1=C(C=C(C(=C1)C)I)C1COCC1)=O 6-ethyl-2-((4-iodo-5-methyl-2-(tetrahydrofuran-3-yl)phenyl)amino)-5,6-dihydro-7H-pyrrolo[3,4-b]pyridin-7-one